dimeth-oxyethane COC(C)OC